NC1=C(C=C(C=N1)C=1C=C2N(N1)CC[C@]21CN(CC1)C(=O)NCC)O[C@H](C)C1=CC=C(C=C1)Cl (3R)-2'-{6-amino-5-[(1R)-1-(4-chlorophenyl)ethoxy]pyridin-3-yl}-N-ethyl-5',6'-dihydrospiro[pyrrolidine-3,4'-pyrrolo[1,2-b]pyrazole]-1-carboxamide